C1(CC1)C(N1C[C@]2(CCN3N=C(C=C32)C=3C=C(C(=NC3)N)O[C@H](C)C3=NC=CC=C3F)CC1)C1=NC=NN1 5-{(3R)-1-[cyclopropyl(1H-1,2,4-triazol-5-yl)methyl]-5',6'-dihydrospiro[pyrrolidine-3,4'-pyrrolo[1,2-b]pyrazol]-2'-yl}-3-[(1R)-1-(3-fluoropyridin-2-yl)ethoxy]pyridin-2-amine